BrC1=NN2C(C=C(C=C2)OC(F)F)=N1 2-bromo-7-(difluoromethoxy)-[1,2,4]triazolo[1,5-a]pyridine